C1(CCCCC1)[C@@H](C)N (1R)-1-cyclohexylethylamine